ClC=1C=C(C=CC1)[C@@H](C)N(CCNC(OC(C)(C)C)=O)CC (R)-tert-butyl (2-((1-(3-chlorophenyl)ethyl)(ethyl)amino)ethyl)carbamate